FC(C1=C(C=CC=C1)C1CCN(CC1)C=O)(F)F (4-(2-(trifluoromethyl)phenyl)piperidin-1-yl)methanone